Butyl (R)-2-(((benzyloxy)carbonyl)amino)-3-(7-methylthieno[3,2-b]pyridine-2-carboxamido)propanoate C(C1=CC=CC=C1)OC(=O)N[C@@H](C(=O)OCCCC)CNC(=O)C1=CC2=NC=CC(=C2S1)C